ClC1=C(C=CC(=C1Cl)C(F)(F)F)C=1C=C2CCN(C(C2=CC1)=O)C=1C=CC(=C(C1)NS(=O)(=O)C)OCOCCOC N-(5-(6-(2,3-dichloro-4-(trifluoromethyl)phenyl)-1-oxo-3,4-dihydroisoquinolin-2(1H)-yl)-2-((2-methoxyethoxy)methoxy)phenyl)methanesulfonamide